C[Si](OC(C#C)(C)C1=CC=CC=C1)(OC(C#C)(C)C1=CC=CC=C1)OC(C#C)(C1=CC=CC=C1)C methyltri(1-methyl-1-phenyl-propynyloxy)silane